dipotassium i-propyl phosphate P(=O)(OC(C)C)([O-])[O-].[K+].[K+]